ClC1=NC=C(C(=N1)NC=1C=C(C2=C(NC(N2C)=O)C1)OCCO[C@@H]1CN(C[C@@H](C1)C)C(=O)OC(C)(C)C)Cl tert-butyl (3S,5R)-3-[2-[[6-[(2,5-dichloropyrimidin-4-yl)amino]-3-methyl-2-oxo-1H-benzimidazol-4-yl]oxy]ethoxy]-5-methyl-piperidine-1-carboxylate